3-(2-((2-((6-(3-(3-aminopropyl)-1H-imidazol-3-ium-1-yl) pyridin-3-yl) oxy) ethoxy) imino)-2-(2-aminothiazol-4-yl) acetamido)-2,2-dimethyl-4-oxoazetidin-1-yl sulfate S(=O)(=O)(ON1C(C(C1=O)NC(C(C=1N=C(SC1)N)=NOCCOC=1C=NC(=CC1)N1C=[N+](C=C1)CCCN)=O)(C)C)[O-]